3-(methylamino)-2,3-dihydrobenzofuran-6-carbonitrile CNC1COC2=C1C=CC(=C2)C#N